7-hydroxy-L-tryptophan OC1=C2NC=C(C[C@H](N)C(=O)O)C2=CC=C1